6-(3-(5-(1-(cyclopropylmethyl)piperidin-4-yl)pyridin-2-yl)-4-isopropyl-1H-pyrazol-5-yl)-8-methoxy-[1,2,4]triazolo[1,5-a]pyridine C1(CC1)CN1CCC(CC1)C=1C=CC(=NC1)C1=NNC(=C1C(C)C)C=1C=C(C=2N(C1)N=CN2)OC